C1(=CC=C(C=C1)N(C1=CC=CC=2C3(C4=CC=CC=C4C12)C1=CC=CC=C1C=1C=CC=CC13)C1=CC=C(C=C1)C1=CC=CC=C1)C1=CC=CC=C1 N,N-bis([1,1'-biphenyl]-4-yl)-9,9'-spirobi[9H-fluoren]-4-amine